ClC1=CC=C(C=C1)C=1N=CN(C1C1=CC=NC=C1)CC(=O)N(C)C1COC2(CN(C2)C(=O)OC(C)(C)C)C1 tert-butyl 7-{2-[4-(4-chlorophenyl)-5-(pyridin-4-yl)-1H-imidazol-1-yl]-N-methylacetamido}-5-oxa-2-azaspiro[3.4]octane-2-carboxylate